FC1(CC(C1)N1N=CC(=C1)B1OC(C(O1)(C)C)(C)C)F 1-(3,3-difluorocyclobutyl)-4-(4,4,5,5-tetramethyl-1,3,2-dioxaborolan-2-yl)-1H-pyrazole